FC(S(=O)(=O)OC1=CC(=CC2=C(C(=C(C(=C12)C#C[Si](C(C)C)(C(C)C)C(C)C)F)F)F)N=C(C1=CC=CC=C1)C1=CC=CC=C1)(F)F 3-((diphenylmethylene)amino)-5,6,7-trifluoro-8-((triisopropylsilyl)ethynyl)naphthalen-1-yl trifluoromethanesulfonate